Cl.Cl.Cl.C12CC(CC(CC1)N2)N2CCC(CC2)C=2C=C(C1=C(N(C(=N1)C1=CC(=C(C=C1)OC)OC)C)C2)C 6-(1-(8-azabicyclo[3.2.1]oct-3-yl)piperidin-4-yl)-2-(3,4-dimethoxyphenyl)-1,4-dimethyl-1H-benzo[d]imidazole tri-hydrochloride